CC(C(=O)OC(C)(C)C)(C)C1=CN=C(S1)S tert-butyl 2-methyl-2-(2-sulfanyl-1,3-thiazol-5-yl)propanoate